C(C1=CC=CC=C1)N1C[C@H]([C@@H](C1)CC)C=1NC(C2=C(N1)N(N=C2)C(C)C)=O 6-[(3S,4S)-1-benzyl-4-ethylpyrrolidin-3-yl]-1-isopropyl-1,5-dihydro-4H-pyrazolo[3,4-d]pyrimidin-4-one